ClC1=CC=C(C=C1)C1=NN(CCC1C1=CC=CC=C1)\C(\N=C(\N)/SC)=N/S(=O)(=O)C1=CC2=CC=CC=C2C=C1 methyl (Z)-N'-((Z)-(3-(4-chlorophenyl)-4-phenyl-5,6-dihydropyridazin-1(4H)-yl)((naphthalen-2-ylsulfonyl)imino)methyl)carbamimidothioate